N1=CC=C2N1C=CC=C2CO pyrazolo[1,5-a]pyridin-4-ylmethanol